5-bromo-3-hydroxy-3H-isobenzofuran-1-one BrC=1C=C2C(OC(C2=CC1)=O)O